C1=C(C=CC2=CC(=CC=C12)C=1C=CC2=C(C1)C=1N=CN=C(C1O2)C2=CC(=CC=C2)C2=CC=CC1=C2SC2=C1C=CC=C2)C2=CC1=CC=CC=C1C=C2 8-[(2,2'-binaphthalene)-6-yl]-4-[3-(dibenzothiophen-4-yl)phenyl]-[1]benzofuro[3,2-d]pyrimidine